NC1=C(C(=O)OC)C(=CC(=C1F)Br)F methyl 2-amino-4-bromo-3,6-difluorobenzoate